C[C@@H]1N(C[C@H](NC1)C)C=1C2=C(N=CN1)NCC21C(C1)F 4'-((2S,5R)-2,5-dimethylpiperazin-1-yl)-2-fluoro-6',7'-dihydrospiro[cyclopropane-1,5'-pyrrolo[2,3-d]pyrimidine]